ClC1=C(C=CC=C1)[C@H](CC)C=1C(=NN(C1)C)F (1R,2R)-1-(2-chlorophenyl)-1-(3-fluoro-1-methyl-1H-pyrazol-4-yl)propan